N-isopropyl-2-methoxyisonicotinamide C(C)(C)NC(C1=CC(=NC=C1)OC)=O